O=C1C2=C(N=CN1CC(=O)NN)N=CC=C2 2-(4-oxopyrido[2,3-d]pyrimidin-3-yl)acethydrazide